NCC1(CCN(CC1)C=1N=CC(=NC1)SC1=C(C2=CN(CN=C2C=C1)C)Cl)C 6-((5-(4-(aminomethyl)-4-methylpiperidin-1-yl)pyrazin-2-yl)thio)-5-chloro-3-methylquinazoline